N-((R)-4,4-difluoro-1-(oxetan-3-yl)pyrrolidin-3-yl)-5-(1-((S)-1,1-difluoropropan-2-yl)-1H-benzo[d][1,2,3]triazol-6-yl)-4-methoxypyrrolo[2,1-f][1,2,4]triazin-2-amine FC1([C@@H](CN(C1)C1COC1)NC1=NN2C(C(=N1)OC)=C(C=C2)C=2C=CC1=C(N(N=N1)[C@H](C(F)F)C)C2)F